2-bromo-N-(2-bromophenylmethyl)-4-methoxybenzamide BrC1=C(C(=O)NCC2=C(C=CC=C2)Br)C=CC(=C1)OC